ClC=1SC2=NC(=CC=C2N1)NC1=CC(=C(C=C1)S(=O)(=O)C)F 2-chloro-N-(3-fluoro-4-(methylsulfonyl)phenyl)thiazolo[5,4-b]Pyridin-5-amine